BrC=1C=C(C=2N(C1)C=C(N2)C(=O)OC(C)(C)C)C=O tert-butyl 6-bromo-8-formylimidazo[1,2-a]pyridine-2-carboxylate